Cl.F[C@@H]1C(NC(C[C@@H]1N1C=CC2=C1N=NC(=C2)C2=C(C=C1C=CC=NC1=C2)O)(C)C)(C)C 7-{7-[(3S,4S)-3-fluoro-2,2,6,6-tetramethylpiperidin-4-yl]-7H-pyrrolo[2,3-c]pyridazin-3-yl}quinolin-6-ol hydrochloride